3-(3-Chlorophenyl)-1-(2-hydroxyphenyl)prop-2-en-1-one ClC=1C=C(C=CC1)C=CC(=O)C1=C(C=CC=C1)O